FC=1C=2N(C=C(C1)S(NC1(CC1)C)(=O)=O)C(=CN2)C(=O)O 8-fluoro-6-(N-(1-methylcyclopropyl)sulfamoyl)imidazo[1,2-a]pyridine-3-carboxylic acid